3-Laurylthiopropionic acid C(CCCCCCCCCCC)CCC(=S)O